tert-butyl N-[[1-(2-chloroacetyl)-5-(2,3-dichloro-6-methoxyphenyl)piperidin-2-yl]methyl]carbamate ClCC(=O)N1C(CCC(C1)C1=C(C(=CC=C1OC)Cl)Cl)CNC(OC(C)(C)C)=O